BrC=1C=CC2=C(C(=C(O2)C(C)C)C(=O)OCC)C1 ethyl 5-bromo-2-isopropylbenzofuran-3-carboxylate